N-butylbis[2-(2-methoxyethoxycarbonyl)ethyl]amine C(CCC)N(CCC(=O)OCCOC)CCC(=O)OCCOC